O[C@@]1(CN(CC1)C(C=C)=O)C#CC1=CC=C(C=C1)C(F)(F)F (R)-1-(3-hydroxy-3-((4-(trifluoromethyl)phenyl)ethynyl)pyrrolidin-1-yl)prop-2-en-1-one